CC(C)(C)S(=O)N=CC1=CC(=CC=C1)OC1=C(C=CC=C1)C 2-methyl-N-(3-(o-tolyloxy)benzylidene)propane-2-sulfinamide